3-(6-((Trans-3-(3-cyclopropyl-4-(quinoxalin-2-yl)-1H-pyrazol-1-yl)cyclobutyl)ethynyl)-1-oxoisoindolin-2-yl)piperidine-2,6-dione C1(CC1)C1=NN(C=C1C1=NC2=CC=CC=C2N=C1)[C@@H]1C[C@H](C1)C#CC1=CC=C2CN(C(C2=C1)=O)C1C(NC(CC1)=O)=O